butoxyzirconium C(CCC)O[Zr]